4-fluoro-3-nitrobenzene-1-sulfonamide FC1=C(C=C(C=C1)S(=O)(=O)N)[N+](=O)[O-]